N-(5-((6-((R)-3-(2-chloro-3,6-difluorophenyl)isoxazolidine-2-yl)pyrimidine-4-yl)amino)-2-(4-((R)-4-cyclopropyl-3-methylpiperazine-1-yl)piperidine-1-yl)-4-methoxy-phenyl)acrylamide ClC1=C(C(=CC=C1F)F)[C@@H]1N(OCC1)C1=CC(=NC=N1)NC=1C(=CC(=C(C1)NC(C=C)=O)N1CCC(CC1)N1C[C@H](N(CC1)C1CC1)C)OC